N-(5-(5-(difluoromethyl)-1,2,4-oxadiazol-3-yl)-2,3-dihydro-1H-inden-1-yl)-1,5-dimethyl-1H-pyrazole-4-carboxamide FC(C1=NC(=NO1)C=1C=C2CCC(C2=CC1)NC(=O)C=1C=NN(C1C)C)F